O1-tert-butyl O2-[8-(1-octylnonoxy)-8-oxo-octyl] (2S)-4-[3-(dimethylamino) propoxy]pyrrolidine-1,2-dicarboxylate CN(CCCOC1C[C@H](N(C1)C(=O)OC(C)(C)C)C(=O)OCCCCCCCC(=O)OC(CCCCCCCC)CCCCCCCC)C